4-(7-(8-ethyl-7-fluoro-3-(methoxymethoxy)naphthalen-1-yl)-8-fluoro-2-(methylsulfinyl)pyrido[4,3-d]pyrimidin-4-yl)-1,4-oxazepan C(C)C=1C(=CC=C2C=C(C=C(C12)C1=C(C=2N=C(N=C(C2C=N1)N1CCOCCC1)S(=O)C)F)OCOC)F